C1(CC1)C#C\C(\C)=N\OCC1=C(C=CC=C1)\C(\C(=O)OC)=N/OC Methyl (2E)-2-[2-[[(E)-(3-cyclopropyl-1-methyl-prop-2-ynylidene) amino]oxymethyl]phenyl]-2-methoxyimino-acetate